bicyclo[3.1.1]heptan-1-yl((2S,5S)-2,3-dihydro-2,5-methanobenzo[f][1,4]oxazepin-4(5H)-yl)methanone C12(CCCC(C1)C2)C(=O)N2C[C@H]1OC3=C([C@@H]2C1)C=CC=C3